(3S,5R)-3-aminomethyl-5,7-dimethyl-octanoic acid NC[C@H](CC(=O)O)C[C@@H](CC(C)C)C